C(=O)C1=CC(=CN2C1=NC(=CC2=O)N2C[C@H](OCC2)C)C(=O)N(C)C 9-formyl-N,N-dimethyl-2-[(2R)-2-methylmorpholin-4-yl]-4-oxo-pyrido[1,2-a]pyrimidine-7-carboxamide